NCCCN(CCCN)CCCCCCCCCCCC N,N-Bis-(3-aminopropyl)-laurylamine